1-[3-[4-(hydroxymethyl)-1-[4-(trifluoromethoxy)phenyl]pyrazolo[3,4-b]pyridin-3-yl]azetidin-1-yl]prop-2-en-1-one OCC1=C2C(=NC=C1)N(N=C2C2CN(C2)C(C=C)=O)C2=CC=C(C=C2)OC(F)(F)F